(E)-4-(perfluoroprop-1-en-1-yl)-1,1'-biphenyl F\C(=C(/C(F)(F)F)\F)\C1=CC=C(C=C1)C1=CC=CC=C1